CC1OC(OC1C)=S 4,5-dimethyl-[1,3]dioxolan-2-thione